tert-butyl 2-(methylcarbamoyl)thiomorpholine-4-carboxylate CNC(=O)C1CN(CCS1)C(=O)OC(C)(C)C